(5-benzyl-4,5-dihydroisoxazol-3-yl)(4-chlorophenyl)methanone C(C1=CC=CC=C1)C1CC(=NO1)C(=O)C1=CC=C(C=C1)Cl